3-aminopropyl-(dodecyloxysilane) NCCC[SiH2]OCCCCCCCCCCCC